4-amino-2-bromo-3-fluoro-phenol NC1=C(C(=C(C=C1)O)Br)F